O.[Fe].[Si].[Mn] manganese-silicon-iron water